SC=1C=C2C=C(N(C2=CC1OC)S(=O)(=O)C1=CC=C(C)C=C1)CNC(=O)C1(CC1)C N-((5-mercapto-6-methoxy-1-tosyl-1H-indol-2-yl)methyl)-1-methylcyclopropane-1-carboxamide